FC(C1=NC(=NC(=N1)C(F)(F)F)N1[C@H](C=2NC3=CC=C(C=C3C2CC1)Cl)C=C1CCOCC1)(F)F (1S)-2-[4,6-bis(trifluoromethyl)-1,3,5-triazin-2-yl]-6-chloro-1-[(oxan-4-ylidene)methyl]-2,3,4,9-tetrahydro-1H-pyrido[3,4-b]indole